COC=1C=C(C=CC1)/C=C/C(=O)N1COC2(CC2)[C@@H]1C1=CC=CC=C1 (S,E)-6-(3-(3-methoxyphenyl)acryloyl)-7-phenyl-4-oxa-6-azaspiro[2.4]heptane